ClCCN1CCN(CC1)C(=O)OCCCC butyl 4-(2-chloroethyl)piperazine-1-carboxylate